2-[1-(5-Fluoropyridin-2-ylmethyl)-1H-indole-3-carboxamido]benzoic acid FC=1C=CC(=NC1)CN1C=C(C2=CC=CC=C12)C(=O)NC1=C(C(=O)O)C=CC=C1